N-(cis-1-(azetidin-1-ylcarbonyl)-2-((6-(3-fluorophenyl)pyridin-2-yl)methyl)pyrrolidin-3-yl)methanesulfonamide N1(CCC1)C(=O)N1[C@H]([C@H](CC1)NS(=O)(=O)C)CC1=NC(=CC=C1)C1=CC(=CC=C1)F